monoethylether monomethacrylate C(C(=C)C)(=O)O.C(C)OCC